COC1=CC=C(CCC=2C=C3C(=NC=NC3=CC2)N2CC3(C2)CCNCC3)C=C1 2-(6-(4-methoxyphenethyl)quinazolin-4-yl)-2,7-diazaspiro[3.5]nonan